(1-(6-nitropiperidin-2-yl)-5-oxopyrrolidin-3-yl)carbamic acid tert-butyl ester C(C)(C)(C)OC(NC1CN(C(C1)=O)C1NC(CCC1)[N+](=O)[O-])=O